[1-[[4-(7-fluoro-1,3-benzoxazol-2-yl)phenyl]carbamoyl]cyclopropyl]acetat FC1=CC=CC=2N=C(OC21)C2=CC=C(C=C2)NC(=O)C2(CC2)CC(=O)[O-]